FC=1C=C(OC2=CC(=NC=C2)C(=O)N[C@@H]2C(N(C3=C(OC2)C=CC(=N3)C#C[Si](C)(C)C)C)=O)C=CC1 (S)-4-(3-fluorophenoxy)-N-(5-methyl-4-oxo-7-((trimethylsilyl)ethynyl)-2,3,4,5-tetrahydropyrido[3,2-b][1,4]oxazepin-3-yl)picolinamide